FC1(CC(C1)(C1=NN(N=C1)C)NC(C(=O)C=1N2CCCC2=C(C1C)C(=O)NC1=CC=C(C=C1)F)=O)F 5-(2-((3,3-difluoro-1-(2-methyl-2H-1,2,3-triazol-4-yl)cyclobutyl)amino)-2-oxoacetyl)-N-(4-fluorophenyl)-6-methyl-2,3-dihydro-1H-pyrrolizine-7-carboxamide